ClC=1C=C(C=CC1C)NC(=O)NCC1=CC(=CC=C1)NC=1C(N(C(C1)=O)C1C(NC(CC1)=O)=O)=O 1-(3-chloro-4-methylphenyl)-3-(3-((1-(2,6-dioxopiperidin-3-yl)-2,5-dioxo-2,5-dihydro-1H-pyrrol-3-yl)amino)benzyl)urea